C1(CCCCC1)NN1CN(C=C2C1=C(NN2)C=2C=NN(C2)C)NC2=C(C=C(C=C2)C(=O)N2CCOCC2)OC (4-((4-(cyclohexylamino)-3-(1-methyl-1H-pyrazol-4-yl)-1H-pyrazolopyrimidin-6-yl)amino)-3-methoxyphenyl)(morpholino)methanone